CN1CCCCCC1 1-methyl-hexahydroazepin